D-(-)-3-hydroxybutyric acid OC(CC(=O)O)C